Cl.Cl.NC[C@H]1[C@@H](CC1)CN trans-1,2-diaminomethylcyclobutane dihydrochloride